ClC1=CC(=C(C=C1)C1OC2=C(OC1)C=CC=C2C2CCN(CC2)CC2=NC1=C(N2CC2(CC2)OC)C=C(C=C1)C(=O)O)F 2-((4-(3-(4-chloro-2-fluorophenyl)-2,3-dihydrobenzo[b][1,4]dioxin-5-yl)piperidin-1-yl)methyl)-1-((1-methoxycyclopropyl)methyl)-1H-benzo[d]imidazole-6-carboxylic acid